9-[1-[[6-chloro-2-(1-methyl-1,2,4-triazol-3-yl)-3-pyridinyl]amino]ethyl]-4,7-dimethyl-3-(1-methyl-4-piperidinyl)pyrazolo[3,4-c]isoquinolin-5-one ClC1=CC=C(C(=N1)C1=NN(C=N1)C)NC(C)C=1C=2C3=C(N(C(C2C=C(C1)C)=O)C)N(N=C3)C3CCN(CC3)C